C([C@H]1CO1)OS(=O)(=O)C1=CC=C(C)C=C1.C(C)O[C@@H]1[C@H](C[C@@H](OC1)C(=O)N1[C@H](C2=CC=CC=C2CC1)C1=CC=C(C=C1)F)O ((2R,4S,5S)-5-ethoxy-4-hydroxytetrahydro-2H-pyran-2-yl)((S)-1-(4-fluorophenyl)-3,4-dihydroisoquinolin-2(1H)-yl)methanone (R)-glycidyl-tosylate